ClC=1C=C(C=CC1Cl)C(=O)N1C(C=2N(CC1)C(=NN2)C2=NC(=NS2)C2CC2)CCOCCF (3,4-Dichlorophenyl)(8-(2-(2-fluoroethoxy)ethyl)-3-(3-cyclopropyl-1,2,4-thiadiazol-5-yl)-5,6-dihydro-[1,2,4]triazolo[4,3-a]pyrazin-7(8H)-yl)methanone